FC1(CC(C1)CN([C@@H]1CC[C@H](CC1)N(C1=C(C(N(C=2C=CC(=NC12)C#N)C)=O)C#N)C)C1=C(C=C(C=C1)F)C)F trans-8-((4-(((3,3-difluorocyclobutyl)methyl)(4-fluoro-2-methylphenyl)amino)cyclohexyl)(methyl)amino)-5-methyl-6-oxo-5,6-dihydro-1,5-naphthyridine-2,7-dicarbonitrile